1-(2-chloro-3,5-dimethoxymethylphenyl)-3-(3-methoxy-4-methoxymethylphenyl)-(2E)-2-propen-1-one ClC1=C(C=C(C=C1COC)COC)C(\C=C\C1=CC(=C(C=C1)COC)OC)=O